benzyldiethoxyphosphine dithioformate C(=S)S.C(C1=CC=CC=C1)P(OCC)OCC